(S)-2-allyl-6-((4-((2-hydroxy-1-phenylethyl)amino)-5-(5-(pyridin-2-yl)-1,3,4-oxadiazol-2-yl)pyridin-2-yl)amino)-1-isopropyl-1,2-dihydro-3H-pyrazolo[3,4-b]pyridin-3-one C(C=C)N1N(C2=NC(=CC=C2C1=O)NC1=NC=C(C(=C1)N[C@H](CO)C1=CC=CC=C1)C=1OC(=NN1)C1=NC=CC=C1)C(C)C